NC1=C(C2=C(S1)C(C(CC2)(CC2CC2)CC(=O)N)=O)C(=O)NC2CC2 2-Amino-6-(2-amino-2-oxoethyl)-N-cyclopropyl-6-(cyclopropylmethyl)-7-oxo-4,5,6,7-tetrahydrobenzo[b]thiophene-3-carboxamide